2-hydroxy-3-methacryloyloxypropyltrimethylammonium chloride [Cl-].OC(C[N+](C)(C)C)COC(C(=C)C)=O